2-(3-methylbutyl)-1,4-butanediol CC(CCC(CO)CCO)C